C1(=CC=CC=C1)C1=NC(=NC(=N1)C1=CC=CC=C1)C1=CC(=C(C(=C1C1=CC=CC=C1)F)F)C#N 6-(4,6-diphenyl-1,3,5-triazin-2-yl)-2,3-difluoro[1,1'-biphenyl]-4-carbonitrile